OC=1C=C(C(=O)N2CCN(CC2)C2=C(C=C(C=C2)C(CC(C)C)=O)F)C=CC1O 1-(4-(4-(3,4-dihydroxybenzoyl)piperazin-1-yl)-3-fluorophenyl)-3-methyl-butan-1-one